ClC1=C2CCN([C@@H](C2=C(C=C1)OCC=1N=NN(C1C(F)F)C)CN1C([C@@H](CC1)C)=O)C(=O)OC(C)(C)C tert-butyl (S)-5-chloro-8-((5-(difluoromethyl)-1-methyl-1H-1,2,3-triazol-4-yl) methoxy)-1-(((R)-3-methyl-2-oxopyrrolidin-1-yl) methyl)-3,4-dihydroisoquinoline-2(1H)-carboxylate